4-{3-fluoro-5-[(1-{[4-(trifluoromethyl)phenyl]carbamoyl}-D-prolyl)amino]pyridin-2-yl}benzoic acid FC=1C(=NC=C(C1)NC([C@@H]1N(CCC1)C(NC1=CC=C(C=C1)C(F)(F)F)=O)=O)C1=CC=C(C(=O)O)C=C1